2,6-Difluoro-3-(1-methyl-6-(4-methyl-3-phenylpiperazin-1-yl)-1H-pyrazolo[3,4-d]pyrimidin-2-yl)-5-(trifluoromethyl)phenol FC1=C(C(=C(C=C1N1N(C2=NC(=NC=C2C1)N1CC(N(CC1)C)C1=CC=CC=C1)C)C(F)(F)F)F)O